(1S,5S)-N-((R)-2,3-dihydroxypropyl)-6-(4-ethoxyphenyl)-9,9-dimethyl-3,6-diazabicyclo[3.2.2]nonane-3-carboxamide O[C@H](CNC(=O)N1C[C@@H]2CN([C@H](C1)C(C2)(C)C)C2=CC=C(C=C2)OCC)CO